4-benzyloxy-2-tert-butoxy-6-[2-(trifluoromethyl)-1-piperidinyl]Pyridine C(C1=CC=CC=C1)OC1=CC(=NC(=C1)N1C(CCCC1)C(F)(F)F)OC(C)(C)C